ClC1=CC=C(C=C1)C1=C2C(=C(N=N1)NC1CN(CCC1)C)CN(CC2)CC 1-(4-chlorophenyl)-6-ethyl-N-(1-methylpiperidin-3-yl)-5,6,7,8-tetrahydropyrido[3,4-d]pyridazin-4-amine